CC(C)NC(=O)C1[C@H]2CN(C[C@@H]12)C(=O)C=1N=CN(C1)C(C)C (1r,5s,6r)-N-(prop-2-yl)-3-[1-(propane-2-yl)-1H-imidazole-4-carbonyl]-3-azabicyclo[3.1.0]hexane-6-carboxamide